(+/-)-8-(Cis-4-((5-isopropoxypyridin-2-yl)oxy)-3-methylpiperidin-1-yl)-5-methyl-6-oxo-5,6-dihydro-1,5-naphthyridine-2-carbonitrile C(C)(C)OC=1C=CC(=NC1)O[C@@H]1[C@@H](CN(CC1)C1=CC(N(C=2C=CC(=NC12)C#N)C)=O)C |r|